ClC1=CC=C(C2=CN(N=C12)C([2H])([2H])[2H])C1=CC(=C(CN2C(C3=NC=CC=C3C2=O)([2H])[2H])C(=C1)F)F 6-(4-(7-chloro-2-(methyl-d3)-2H-indazol-4-yl)-2,6-difluorobenzyl)-6,7-dihydro-5H-pyrrolo[3,4-b]pyridin-5-one-7,7-d2